(S)-3-(3-(4-hydroxy-1-methyl-2-oxo-1,2-dihydropyridin-3-yl)ureido)-3-(5-phenylpyridin-3-yl)propanoic acid ethyl ester C(C)OC(C[C@@H](C=1C=NC=C(C1)C1=CC=CC=C1)NC(=O)NC=1C(N(C=CC1O)C)=O)=O